N1N=CC2=NC(=CC=C21)OC2CC1(C(N(C3=C1C=NC=C3)CC(N3[C@@H](CCC3)C(F)(F)F)=O)=O)C2 (1s,3R)-3-((1H-pyrazolo[4,3-b]pyridin-5-yl)oxy)-1'-(2-oxo-2-((S)-2-(trifluoromethyl)pyrrolidin-1-yl)ethyl)spiro[cyclobutane-1,3'-pyrrolo[3,2-c]pyridin]-2'(1'H)-one